N9-(2-Aminoethyl)-N2-(3,4-dichlorophenyl)-7-(trifluoromethyl)acridine-2,9-diamine NCCNC=1C2=CC(=CC=C2N=C2C=CC(=CC12)NC1=CC(=C(C=C1)Cl)Cl)C(F)(F)F